2-((1R,5S,6S)-6-(3-(trifluoromethoxy)phenyl)-3-azabicyclo[3.1.0]hexane-3-carbonyl)-7-oxa-5-azaspiro[3.4]octan-6-one FC(OC=1C=C(C=CC1)C1[C@@H]2CN(C[C@H]12)C(=O)C1CC2(C1)NC(OC2)=O)(F)F